N-(1-amino-4b-hydroxy-7-isopropyl-10-oxo-4b,10-dihydro-9bH-indeno[1,2-b]benzofuran-9b-yl)-3,4-dimethyl-5-(4-methylpiperazine-1-carbonyl)-1H-pyrrole-2-carboxamide NC1=C2C(C3(C(OC4=C3C=CC(=C4)C(C)C)(C2=CC=C1)O)NC(=O)C=1NC(=C(C1C)C)C(=O)N1CCN(CC1)C)=O